6-(azepan-1-ylmethyl)-2-(3-((1r,3r)-3-methoxy-1-(4-methyl-4H-1,2,4-triazol-3-yl)cyclobutyl)phenyl)-4-(trifluoromethyl)isoindolin-1-one N1(CCCCCC1)CC1=CC(=C2CN(C(C2=C1)=O)C1=CC(=CC=C1)C1(CC(C1)OC)C1=NN=CN1C)C(F)(F)F